4-(4-(4-Hydroxyphenyl)-3,3-dimethylpiperidin-1-yl)-2-(trifluoromethyl)benzonitrile OC1=CC=C(C=C1)C1C(CN(CC1)C1=CC(=C(C#N)C=C1)C(F)(F)F)(C)C